2-(2-chloro-5-(2-methoxyethoxy)phenyl)-4,4,5,5-tetramethyl-1,3,2-dioxaborolane ClC1=C(C=C(C=C1)OCCOC)B1OC(C(O1)(C)C)(C)C